O=C1NC(CCC1NC1=CC(=C(C=C1)C1CCN(CC1)CC(=O)N1CCC(CC1)N1N=C2C=C(C(=CC2=C1)C(=O)NC1=NC(=CC=C1)C(F)(F)F)OC(C)C)F)=O 2-[1-[2-[4-[4-[(2,6-Dioxo-3-piperidinyl)amino]-2-fluoro-phenyl]-1-piperidinyl]acetyl]-4-piperidinyl]-6-isopropoxy-N-[6-(trifluoromethyl)-2-pyridinyl]indazole-5-carboxamide